CN(C)C(C(=O)O)C N,N-dimethyl-aminopropionic acid